C(#N)[C@H]1[C@@H](COC1)N(C(OC(C)(C)C)=O)S(=O)(=O)C1=CC=C(C)C=C1 tert-butyl ((trans)-4-cyanotetrahydrofuran-3-yl)(tosyl)carbamate